Cl.CC1([C@H]2CN(C([C@@H]12)C(NNC[C@H]1C(NCC1)=O)=O)C(=O)[C@H]([C@@H](CC)C)NC(C(F)(F)F)=O)C N-[(1S,2R)-1-[(1R,5S)-6,6-dimethyl-2-[[[(3S)-2-oxopyrrolidin-3-yl]methylamino]carbamoyl]-3-azabicyclo[3.1.0]hexane-3-carbonyl]-2-methyl-butyl]-2,2,2-trifluoro-acetamide hydrochloride